6-(3-(azetidin-1-yl)-4-fluorophenyl)-2-(pyridin-2-yl)phthalazin-1(2H)-one N1(CCC1)C=1C=C(C=CC1F)C=1C=C2C=NN(C(C2=CC1)=O)C1=NC=CC=C1